(4-fluorophenyl)-5-methylsulfanyl-pyrazole-3-carboxamide FC1=CC=C(C=C1)C=1C(=NNC1SC)C(=O)N